rac-(3aR,5r,6aS)-2-(2-hydroxy-2-(4-hydroxyphenyl)ethyl)-5-(pyridin-2-ylmethyl)octahydrocyclopenta[c]pyrrol-5-ol OC(CN1C[C@@H]2[C@H](C1)CC(C2)(O)CC2=NC=CC=C2)C2=CC=C(C=C2)O |r|